[7-[5-[(1R)-1-(3,5-dichloro-4-pyridyl)ethoxy]-1H-indazol-3-yl]-2,3-dihydropyrido[2,3-b][1,4]oxazin-1-yl]-(2-methylpyrimidin-4-yl)methanone ClC=1C=NC=C(C1[C@@H](C)OC=1C=C2C(=NNC2=CC1)C1=CC2=C(OCCN2C(=O)C2=NC(=NC=C2)C)N=C1)Cl